2-(3,5-dichloro-4-((1-oxo-1,2,3,4-tetrahydroisoquinolin-6-yl)oxy)phenyl)-3,5-dioxo-2,3,4,5-tetrahydro-1,2,4-triazine-6-carboxylic acid ClC=1C=C(C=C(C1OC=1C=C2CCNC(C2=CC1)=O)Cl)N1N=C(C(NC1=O)=O)C(=O)O